(R)-(1-(1-(4-(cyanomethyl)piperidin-1-yl)-1,6-dihydroimidazo[4,5-d]pyrrolo[2,3-b]pyridin-2-yl)ethoxy)methyl monomethyl fumarate C(\C=C\C(=O)OC)(=O)OCO[C@H](C)C1=NC=2C(=C3C(=NC2)NC=C3)N1N1CCC(CC1)CC#N